C(=O)O.FC(C=1C=C(C(=O)N)C=CC1)(F)F 3-(trifluoromethyl)benzamide formate